2-(2,5-dichlorophenyl)methyl-4,4-dimethyl-3-isoxazolidone ClC1=C(C=C(C=C1)Cl)CN1OCC(C1=O)(C)C